O1CCN(CC1)C(C[C@@H](C(N[C@H](CCCC1=CC=CC=C1)B1OC(C(O1)(C)C)(C)C)=O)NC(OC(C)(C)C)=O)=O tert-butyl ((S)-4-morpholino-1,4-dioxo-1-(((S)-4-phenyl-1-(4,4,5,5-tetramethyl-1,3,2-dioxaborolan-2-yl)butyl) amino)butan-2-yl)carbamate